FC1(CN(C[C@@H](C1)C1=CNC(C=C1)=O)[C@H](C(=O)NC1=NC=C(C=C1)F)C)F (S)-2-((S)-3,3-difluoro-5-(6-oxo-1,6-dihydropyridin-3-yl)piperidin-1-yl)-N-(5-fluoropyridin-2-yl)propanamide